5-vinylbenzo[d][1,3]dioxole C(=C)C1=CC2=C(OCO2)C=C1